ClC1=CC=C(C=C1)C=1C=C(C(N(N1)C1=CC(=CC=C1)C)=O)C(=O)N[C@H](CO)C 6-(4-chlorophenyl)-N-[(2S)-1-hydroxypropan-2-yl]-2-(3-methylphenyl)-3-oxo-2,3-dihydropyridazine-4-carboxamide